Methyl (S)-3-(4-(benzyloxy)phenyl)-2-(2-(1-(benzylsulfonyl)piperidin-4-yl)acetamido)-propanoate C(C1=CC=CC=C1)OC1=CC=C(C=C1)C[C@@H](C(=O)OC)NC(CC1CCN(CC1)S(=O)(=O)CC1=CC=CC=C1)=O